{1-[2-(chloromethyl)-4-(3-fluorophenyl) phenyl]-3-[(2-methoxyethyl) (methyl) carbamoyl]Tert-butyl piperidin-3-yl} carbamate C(N)(OC1(C(N(CCC1)C1=C(C=C(C=C1)C1=CC(=CC=C1)F)CCl)C(C)(C)C)C(N(C)CCOC)=O)=O